C1(CC1)COC1=C(C=C(C=C1)S(=O)(=O)C)C=1C2=C(C(N(C1)C)=O)OC=C2 4-[2-(cyclopropylmethoxy)-5-methylsulfonylphenyl]-6-methylfuro[2,3-c]pyridine-7-one